6-(4-(4-chlorophenyl)-5-hydroxy-3-methyl-1H-pyrazol-1-yl)nicotinic acid ClC1=CC=C(C=C1)C=1C(=NN(C1O)C1=NC=C(C(=O)O)C=C1)C